(2-(4-hydroxypiperidin-1-yl)-4-morpholinylphenyl)-2-(1H-pyrazol-4-yl)thiazole-4-carboxamide OC1CCN(CC1)C1=C(C=CC(=C1)N1CCOCC1)C1=C(N=C(S1)C=1C=NNC1)C(=O)N